C1N(CC2=CC=CC=C12)C=1C(=NN2C1N=CC=C2C=2C=NNC2)C(=O)NC2=CC(=CC=C2)OC(C)C (isoindolin-2-yl)-N-(3-isopropoxyphenyl)-7-(1H-pyrazol-4-yl)pyrazolo[1,5-a]pyrimidine-2-carboxamide